O1CCN(CC1)C1=CC(=NC=2N1N=C(C2)C2=CC=NC=C2)C(CC(=O)C2=CC=CC=C2)C[N+](=O)[O-] 3-(7-morpholino-2-(pyridin-4-yl)pyrazolo[1,5-a]pyrimidin-5-yl)-4-nitro-1-phenylbutan-1-one